(R)-3-((3,5-difluoro-4-((2-(trifluoromethyl)pyridin-4-yl)oxy)benzyl)oxy)-8,9,9a,10-tetrahydropyrimido[6',1':2,3]imidazo[1,5-c][1,3]oxazin-1(6H)-one FC=1C=C(COC2=NC(N3C(N4COCC[C@@H]4C3)=C2)=O)C=C(C1OC1=CC(=NC=C1)C(F)(F)F)F